pyrophosphat Hydrat O.OP(O)(=O)OP(=O)(O)O